C(C)(C)(C)OC(=O)N1CCC(CC1)C1=NC(=CC=C1)OCC1=C(C=C(C=C1)C(=O)OC)Cl.SCCC[SiH2]C(OC)OC gamma-mercaptopropyl-dimethoxymethyl-silane Tert-butyl-4-(6-((2-chloro-4-(methoxycarbonyl)benzyl)oxy)pyridin-2-yl)piperidine-1-carboxylate